Ascorbyl Isostearate CC(C)CCCCCCCCCCCCCCC(=O)OC[C@@H]([C@@H]1C(=C(C(=O)O1)O)O)O